(R)-5-(2-(dimethylamino)ethoxy)-2-methyl-N-(1-(2-(1-methyl-1H-pyrazol-5-yl)quinolin-4-yl)ethyl)benzamide CN(CCOC=1C=CC(=C(C(=O)N[C@H](C)C2=CC(=NC3=CC=CC=C23)C2=CC=NN2C)C1)C)C